CN1C(=NN=C1)CC1(COC1)C1=CC=C2CN(C(C2=C1)=O)C1=CC(=CC=C1)CN1C[C@H](CCC1)C (S)-6-(3-((4-Methyl-4H-1,2,4-triazol-3-yl)methyl)oxetan-3-yl)-2-(3-((3-methyl-piperidin-1-yl)methyl)phenyl)isoindolin-1-one